2-(3-cyanophenyl)-3-(2,6-dimethyl-4-pyridyl)-N-[(2-oxo-4-piperidyl)methyl]pyrazolo[1,5-a]pyrimidine-5-carboxamide C(#N)C=1C=C(C=CC1)C1=NN2C(N=C(C=C2)C(=O)NCC2CC(NCC2)=O)=C1C1=CC(=NC(=C1)C)C